C[C@@]12CC[C@]3(CC(=O)C(C=C3[C@H]1CC[C@H]4[C@]2(CC[C@@H]5[C@@]4(CCC(=O)C5(C)C)C)C)(C)C)C(=O)O The molecule is a pentacyclic triterpenoid that is olean-18-ene substituted by a carboxy group at position 28 and oxo groups at positions 3 and 21 respectively. Isolated from the leaves of Acacia aulacocarpa, it exhibits inhibitory activity against Tie2 kinase (EC 2.7.10.1) as well as modest activity against a variety of cultured mammalian cells. It has a role as a metabolite and an EC 2.7.10.1 (receptor protein-tyrosine kinase) inhibitor. It is a pentacyclic triterpenoid and a dioxo monocarboxylic acid. It derives from a hydride of an oleanane.